5-(1-(4-(4-amino-3-(4-phenoxyphenyl)-1H-pyrazolo[3,4-d]pyrimidin-1-yl)-[1,4'-bipiperidine]-1'-carbonyl)piperidin-4-yl)-2-(2,6-dioxopiperidin-3-yl)isoindoline-1,3-dione NC1=C2C(=NC=N1)N(N=C2C2=CC=C(C=C2)OC2=CC=CC=C2)C2CCN(CC2)C2CCN(CC2)C(=O)N2CCC(CC2)C=2C=C1C(N(C(C1=CC2)=O)C2C(NC(CC2)=O)=O)=O